Tetradecyl mercaptan C(CCCCCCCCCCCCC)S